N1=CC(=C2N1CCCC2)C=2C=CC=1N(C2)N=CC1N1CCN(CC1)C(=O)OC(C)(C)C tert-butyl 4-(4,5,6,7-tetrahydro-[3,6'-bipyrazolo[1,5-a]pyridin]-3'-yl)piperazine-1-carboxylate